4-nitrophenyl (cyanomethyl)carbamate C(#N)CNC(OC1=CC=C(C=C1)[N+](=O)[O-])=O